(E)-3-(naphthalen-2-yl)-1-phenylprop-2-en-1-one C1=C(C=CC2=CC=CC=C12)/C=C/C(=O)C1=CC=CC=C1